ClC1=NC(=NC(=C1F)Cl)NS(=O)(=O)C=1C=NN(C1)C N-(4,6-dichloro-5-fluoro-pyrimidin-2-yl)-1-methyl-pyrazole-4-sulfonamide